FC1=C(C=CC(=C1)F)C1=CC(=CC(=C1)N1C=NC2=C1C=CC(=C2)C=2C=NN(C2)C)NS(=O)(=O)C2CC2 N-(2',4'-difluoro-5-(5-(1-methyl-1H-pyrazol-4-yl)-1H-benzo[d]imidazol-1-yl)-[1,1'-biphenyl]-3-yl)cyclopropanesulphonamide